(R)-Benzyl 5-amino-1,2,3,4-tetrahydronaphthalen-1-ylcarbamate hydrochloride Cl.NC1=C2CCC[C@H](C2=CC=C1)NC(OCC1=CC=CC=C1)=O